tert-butyl 4-{2-[(1S)-4-(tert-butoxy)-1-carbamoyl-4-oxobutyl]-4-fluoro-1-oxo-3H-isoindol-5-yl}-3,3-dimethylpiperidine-1-carboxylate C(C)(C)(C)OC(CC[C@@H](C(N)=O)N1C(C2=CC=C(C(=C2C1)F)C1C(CN(CC1)C(=O)OC(C)(C)C)(C)C)=O)=O